CN1N=NN=C1NC(C1=C(N=C(C=C1)C(F)(F)F)COCC1(CN(C(O1)=O)C1=NC=CC=C1)C)=O N-(1-methyl-1H-tetrazol-5-yl)-2-(((5-methyl-2-oxo-3-(pyridin-2-yl)oxazolidin-5-yl)methoxy)methyl)-6-(trifluoromethyl)nicotinamide